(5R)-N-((1R,2R,4S)-7-cyano-7-azabicyclo[2.2.1]heptan-2-yl)-1-(6-methyl-2-pyridinyl)-4,5,6,7-tetrahydro-1H-indazole-5-carboxamide C(#N)N1[C@H]2[C@@H](C[C@@H]1CC2)NC(=O)[C@H]2CC=1C=NN(C1CC2)C2=NC(=CC=C2)C